alpha-hydroxy-beta-naphthoic acid methyl ester COC(=O)C1=C(C2=CC=CC=C2C=C1)O